2-CYANO-5-(TRIFLUOROMETHYL)PHENYLBORONIC ACID C(#N)C1=C(C=C(C=C1)C(F)(F)F)B(O)O